FC(C(=O)O)(F)F.FC1=C(C#N)C=C(C=C1)COC=1C=C2N(C(N1)=O)CC1N2CCN(C1)S(=O)(=O)C(C)C 2-Fluoro-5-(((2-(isopropylsulfonyl)-9-oxo-2,3,4,9,11,11a-hexahydro-1H-pyrazino[1',2':3,4]imidazo[1,2-c]pyrimidin-7-yl)oxy)methyl)benzonitrile 2,2,2-trifluoroacetate